(methacryloxymethyl)(methyl)diethoxysilane C(C(=C)C)(=O)OC[Si](OCC)(OCC)C